BrC1=CC=C(C=C1)C(C(=O)OC)(C(=O)OC)C dimethyl 2-(4-bromophenyl)-2-methylmalonate